COC1=NC=C(C2=C1N=C(S2)NC(=O)C2(CC2)C#N)C2CCOCC2 1-Cyano-cyclopropanecarboxylic acid [4-methoxy-7-(tetrahydro-pyran-4-yl)-thiazolo[4,5-c]pyridin-2-yl]-amide